O=C1NC(CCC1N1C(C2=CC=CC(=C2C1=O)OCC=1N=NN(C1)CCCCC(=O)O)=O)=O 5-[4-[[2-(2,6-dioxo-3-piperidyl)-1,3-dioxo-isoindolin-4-yl]oxymethyl]triazol-1-yl]pentanoic acid